Ethyl 6-[4-[5-fluoro-3-(1,3,4-thiadiazol-2-yl)-2-pyridyl]piperazin-1-yl]-2-azaspiro[3.4]octane-2-carboxylate FC=1C=C(C(=NC1)N1CCN(CC1)C1CC2(CN(C2)C(=O)OCC)CC1)C=1SC=NN1